ClC=1C=C(C=CC1F)[C@H](NC(=O)[C@@H]1CNC(O1)=O)[C@@H]1CC[C@H](CC1)C(F)(F)F |o1:8| (S)-N-((R or S)-(3-chloro-4-fluorophenyl)((trans)-4-(trifluoromethyl)cyclohexyl)methyl)-2-oxooxazolidine-5-carboxamide